1-Tert-butyl(3-((3-(1-(2,6-dioxopiperidin-3-yl)-3-methyl-2-oxo-2,3-dihydro-1H-benzo[d]imidazol-4-yl) prop-2-yn-1-yl)oxy)-2,2-difluoropropyl)(methyl)carbamate C(C)(C)(C)CN(C([O-])=O)CC(COCC#CC1=CC=CC=2N(C(N(C21)C)=O)C2C(NC(CC2)=O)=O)(F)F